3-[(5RS)-5-(2-chloro-4-methylbenzyl)-5,6-dihydro-4H-1,2,4-oxadiazin-3-yl]-2-(3-chlorophenoxy)pyrrolo[1,2-b]pyridazine ClC1=C(C[C@H]2NC(=NOC2)C2=CC=3N(N=C2OC2=CC(=CC=C2)Cl)C=CC3)C=CC(=C1)C |r|